1-[3-(Triethoxysilyl)propyl]-3,3'-iminobis(5-ethyl-1,2,4-triazole) C(C)O[Si](CCCN1N=C(N=C1CC)NC1=NNC(=N1)CC)(OCC)OCC